(S)-4-(3-methoxy-5-((R)-1-((R)-3-(o-tolyl)piperazin-1-yl)ethyl)pyridin-2-yl)-3-methylmorpholine COC=1C(=NC=C(C1)[C@@H](C)N1C[C@H](NCC1)C1=C(C=CC=C1)C)N1[C@H](COCC1)C